Urethan diacrylat C(C=C)(=O)O.C(C=C)(=O)O.NC(=O)OCC